4-[5-(3,8-diazabicyclo[3.2.1]octan-3-yl)-9-fluoro-spiro[2H-furo[3,2-c][2,7]naphthyridine-3,3'-oxetane]-8-yl]-6-fluoro-5-(2-triisopropylsilylethynyl)naphthalen-2-ol C12CN(CC(CC1)N2)C2=NC1=C(C=3C(=C(N=CC23)C2=CC(=CC3=CC=C(C(=C23)C#C[Si](C(C)C)(C(C)C)C(C)C)F)O)F)OCC12COC2